L-5-Ethylthiotetrazole C(C)SC1=NN=NN1